(2-{bis[(4-methoxyphenyl)methyl]amino}pyrimidin-5-yl)methanol COC1=CC=C(C=C1)CN(C1=NC=C(C=N1)CO)CC1=CC=C(C=C1)OC